ClC=1C=CC(=C(C1)C(C(=O)O)C)N1N=NN=C1 (5-chloro-2-tetrazol-1-yl-phenyl)-propionic acid